N1(CCCCC1)C1CCN(CC1)C(=O)[O-] (1,4'-bipiperidine)-1'-carboxylate